(R)-N-(1,1,1-trifluoropropan-2-yl)-5-(5-(1,3,5-trimethyl-1H-pyrazol-4-yl)-1H-pyrrolo[2,3-b]pyridin-3-yl)pyrazolo[1,5-a]pyridine-3-carboxamide FC([C@@H](C)NC(=O)C=1C=NN2C1C=C(C=C2)C2=CNC1=NC=C(C=C12)C=1C(=NN(C1C)C)C)(F)F